ethyl 3-{4-chloro-3-[(6-hydroxy-2,2-dioxo-2H-1,2λ6,3-benzoxathiazin-3(4H)-yl)methyl]-5-methoxyphenyl}-3-[1-(4-hydroxybutyl)-4-methyl-1H-benzotriazol-5-yl]propanoate ClC1=C(C=C(C=C1OC)C(CC(=O)OCC)C1=C(C2=C(N(N=N2)CCCCO)C=C1)C)CN1S(OC2=C(C1)C=C(C=C2)O)(=O)=O